COC1=NNC2=CC(=CC=C12)/C=C/C(=O)N[C@@H]1[C@H](CC2=CC=CC=C12)OC (E)-3-(3-methoxy-1H-indazol-6-yl)-N-((1S,2S)-2-methoxy-2,3-dihydro-1H-inden-1-yl)acrylamide